C1(CC1)C=1C=CC(=C(C1)NC(=O)C=1C=CC=2C=C3N([C@@H](CNC3=O)C)C2N1)S(N)(=O)=O (R)-N-(5-cyclopropyl-2-sulfamoylphenyl)-9-methyl-6-oxo-6,7,8,9-tetrahydropyrido[3',2':4,5]pyrrolo[1,2-a]pyrazine-2-carboxamide